[Si](C1=CC=CC=C1)(C1=CC=CC=C1)(C(C)(C)C)OC1=C(C(=CC=C1)F)C=1C=C2C(=NN=C(C2=CC1Cl)N1CCN(CC1)C(C=C)=O)Cl 1-(4-(6-(2-((tert-butyldiphenylsilyl)oxy)-6-fluorophenyl)-4,7-dichlorophthalazin-1-yl)piperazin-1-yl)prop-2-en-1-one